FC=1C=C(C=CC1F)[C@@H]1N(OCC1)C1=CC(=NC=N1)NC=1C(=CC(=C(C1)NC(C=C)=O)N1CCN(CC1)CC)OC N-(5-((6-((R)-3-(3,4-difluorophenyl)isoxazolidine-2-yl)pyrimidine-4-yl)amino)-2-(4-ethylpiperazine-1-yl)-4-methoxyphenyl)acrylamide